(S)-4-(3-fluoro-4-(4,4,5,5-tetramethyl-1,3,2-dioxaborolan-2-yl)phenyl)-2-isopropyl-1-methylpiperazine FC=1C=C(C=CC1B1OC(C(O1)(C)C)(C)C)N1C[C@@H](N(CC1)C)C(C)C